4-OXO-4H-CHROMENE-2-CARBOXAMIDE MESYLATE SALT S(C)(=O)(=O)O.O=C1C=C(OC2=CC=CC=C12)C(=O)N